2'-acetoxyl-5'-hydroxy-3'-bromoadenosine O(C(=O)C)[C@@]1([C@@H](O[C@@H]([C@]1(O)Br)C(O)O)N1C=NC=2C(N)=NC=NC12)O